2-[1-[2,6-difluoro-4-[4-[4-(trifluoromethyl)phenoxy]pyrimidin-2-yl]phenyl]-4-piperidinyl]acetic acid FC1=C(C(=CC(=C1)C1=NC=CC(=N1)OC1=CC=C(C=C1)C(F)(F)F)F)N1CCC(CC1)CC(=O)O